N,N',N'',N'''-tetrakis-(4,6-bis-(butyl-(N-methyl-2,2,6,6-Tetramethylpiperidin-4-yl)amino)-triazin-2-yl)-4,7-diazadecane-1,10-diamine C(CCC)N(C1=NN(NC(=C1)N(C1CC(N(C(C1)(C)C)C)(C)C)CCCC)NCCCN(CCN(CCCNN1NC(=CC(=N1)N(C1CC(N(C(C1)(C)C)C)(C)C)CCCC)N(C1CC(N(C(C1)(C)C)C)(C)C)CCCC)N1NC(=CC(=N1)N(C1CC(N(C(C1)(C)C)C)(C)C)CCCC)N(C1CC(N(C(C1)(C)C)C)(C)C)CCCC)N1NC(=CC(=N1)N(C1CC(N(C(C1)(C)C)C)(C)C)CCCC)N(C1CC(N(C(C1)(C)C)C)(C)C)CCCC)C1CC(N(C(C1)(C)C)C)(C)C